1-Undecyl-2-propylpyrrolidinium methansulfonat CS(=O)(=O)[O-].C(CCCCCCCCCC)[NH+]1C(CCC1)CCC